N-[[4-(4-amino-1-cyclopentyl-pyrazolo[3,4-d]pyrimidin-3-yl)phenyl]methyl]-4-chloro-2-methoxybenzamide NC1=C2C(=NC=N1)N(N=C2C2=CC=C(C=C2)CNC(C2=C(C=C(C=C2)Cl)OC)=O)C2CCCC2